1,3-Bis(1-((7-oxabicycloheptan-3-yl)methoxycarbonyl)methyl)-1H-imidazol-3-ium C1(CC(CCCO1)COC(=O)CN1C=[N+](C=C1)CC(=O)OCC1CC(OCCC1)C1CCCCCC1)C1CCCCCC1